BrC=1C=NC2=C(C=CN=C2C1)C=1C(=NN(C1)C)C1=NC=C(C=C1)F 3-bromo-8-[3-(5-fluoro-2-pyridinyl)-1-methyl-pyrazol-4-yl]-1,5-naphthyridine